N-(4-fluoro-2-methoxy-5-nitrophenyl)-4-(5'-methylspiro[cyclopropane-1,3'-pyrrolo[3,2-b]pyridin]-1'(2'H)-yl)-1,3,5-triazin-2-amine FC1=CC(=C(C=C1[N+](=O)[O-])NC1=NC=NC(=N1)N1CC2(C3=NC(=CC=C31)C)CC2)OC